ClC=1C=C(C=CC1Cl)C12OCC(N(C1)C(=O)OCC1C3=CC=CC=C3C=3C=CC=CC13)C2 (9H-fluoren-9-yl)methyl 1-(3,4-dichlorophenyl)-2-oxa-5-azabicyclo[2.2.1]heptane-5-carboxylate